1-methyl-1H-pyrazol-3-amine formate C(=O)O.CN1N=C(C=C1)N